tert-Butyl 3-(1H-indol-1-yl)azetidine-1-carboxylate N1(C=CC2=CC=CC=C12)C1CN(C1)C(=O)OC(C)(C)C